3-((4-(5-(chlorodifluoromethyl)-1,2,4-oxadiazol-3-yl)benzyl)(methyl)amino)-4-(methylamino)cyclobut-3-ene-1,2-dione ClC(C1=NC(=NO1)C1=CC=C(CN(C=2C(C(C2NC)=O)=O)C)C=C1)(F)F